methyl-terphenyl 4-(4-amino-6-chloro-5-fluoronicotinoyl)-2-methylpiperidine-1-carboxylate NC1=C(C(=NC=C1C(=O)C1CC(N(CC1)C(=O)O)C)Cl)F.CC1=C(C=CC=C1)C=1C(=CC=CC1)C1=CC=CC=C1